C(C1=CC=CC=C1)OC(=O)N[C@H](C(=O)OCC1=CC=CC=C1)C(C)=NOC benzyl (2S)-2-(benzyloxycarbonylamino)-3-methoxyimino-butanoate